2-(4-(3-(1-(5-chloropyrimidin-2-yl)piperidin-4-yl)propoxy)-2,6-difluorophenyl)-1-(4-((2S,3R,4R,5R)-2,3,4,5,6-pentahydroxyhexyl)piperazin-1-yl)ethan-1-one ClC=1C=NC(=NC1)N1CCC(CC1)CCCOC1=CC(=C(C(=C1)F)CC(=O)N1CCN(CC1)C[C@@H]([C@H]([C@@H]([C@@H](CO)O)O)O)O)F